CC=1CSC=CC1 3-methyl-thiopyran